C(CCCCCCCCCCC)(=O)OC(COC(CCC)=O)COC(CCCCCCCCCCC)=O glycerol monobutyrate dilaurate